6-Hydroxy-triacontanoic acid OC(CCCCC(=O)O)CCCCCCCCCCCCCCCCCCCCCCCC